CN1N=CC(=C1)C1=CN2C(S1)=C(C=N2)C(=O)NC=2C(=NC=C(C2)NC(=O)NCCC2CCN(CC2)C)C 2-(1-methyl-1H-pyrazol-4-yl)-N-(2-methyl-5-(3-(2-(1-methylpiperidin-4-yl)ethyl)ureido)pyridin-3-yl)pyrazolo[5,1-b]thiazole-7-carboxamide